O1N=CC(=C1)CCNC(O[C@H]1[C@H](NC[C@@H]1O)CC1=CC=C(C=C1)OC)=O (2R,3S,4S)-4-hydroxy-2-[(4-methoxyphenyl)methyl]pyrrolidin-3-yl N-[2-(1,2-oxazol-4-yl)ethyl]carbamate